7-(3-hydroxy-5-methoxy-anilino)-5-methylsulfanyl-imidazo[1,2-c]pyrimidine-8-carboxamide OC=1C=C(NC2=C(C=3N(C(=N2)SC)C=CN3)C(=O)N)C=C(C1)OC